CC1=C(C=2N(N=C1N1CC=3C=C(C=NC3CC1)C(F)(F)F)C(C=CN2)=O)C 8,9-dimethyl-7-(3-(trifluoromethyl)-7,8-dihydro-1,6-naphthyridin-6(5H)-yl)-4H-pyrimido[1,2-b]pyridazin-4-one